[B].[Co].[Pd] palladium-cobalt-boron